O(S(=O)(=O)C(F)(F)F)C1=C(C=C2C3=C(C(OC2=C1)(C)C)C=C(C(=C3)C)OC)C 8-methoxy-2,6,6,9-tetramethyl-6H-benzo[c]chromen-3-yl triflate